6-(4-fluorophenyl)-2,4-diamino-1,3,5-triazine FC1=CC=C(C=C1)C1=NC(=NC(=N1)N)N